ClC=1C=C2CCN(CC2=CC1NC1=NC=C(C(=N1)N1CCC2=CC=CC=C12)Cl)C 6-chloro-N-(5-chloro-4-(indolin-1-yl)pyrimidin-2-yl)-2-methyl-1,2,3,4-tetrahydroisoquinolin-7-amine